OC1=C(C=CC(=C1)C(F)(F)F)C=1C2=C(C(=NN1)N[C@H]1CN(CCC1)CC(=O)N1CCC(CC1)O)COC2 2-[(3R)-3-({4-[2-hydroxy-4-(trifluoromethyl)phenyl]-5H,7H-furo[3,4-d]pyridazin-1-yl}amino)piperidin-1-yl]-1-(4-hydroxypiperidin-1-yl)ethanone